FC1=C(C=CC=C1)C1=CNC=2N=CN=C(C21)N2CCN(CC2)C(=O)OC(C)(C)C tert-butyl 4-[5-(2-fluorophenyl)-7H-pyrrolo[2,3-d]pyrimidin-4-yl]piperazine-1-carboxylate